4-[2-[4-[4-methyl-1-[4-(trifluoromethyl)phenyl]pyrazol-3-yl]piperazin-1-yl]ethyl]morpholine CC=1C(=NN(C1)C1=CC=C(C=C1)C(F)(F)F)N1CCN(CC1)CCN1CCOCC1